FC([C@@H]1CCC2=CC=3CCCC3C(=C12)NC(=O)N=[S@](=O)(N)C=1C=NN2C1OC[C@H](C2)NC)F (R,6S)-N'-(((R)-3-(difluoromethyl)-1,2,3,5,6,7-hexahydro-s-indacen-4-yl)carbamoyl)-6-(methylamino)-6,7-dihydro-5H-pyrazolo[5,1-b][1,3]oxazine-3-sulfonimidamide